L-leucyl-L-isoleucyl-L-prolyl-benzylamine N[C@@H](CC(C)C)C(=O)N[C@@H]([C@@H](C)CC)C(=O)N1[C@@H](CCC1)C(=O)NCC1=CC=CC=C1